1-(2,6-xylyl)guanidine C1(=C(C=CC=C1C)C)NC(=N)N